1-(4,5,6,7-tetrahydro-1H-indazol-5-yl)methanamine N1N=CC=2CC(CCC12)CN